N'-acetyl-4-amino-N-((3-fluoro-4'-(trifluoromethyl)-[1,1'-biphenyl]-4-yl)methyl)-N',1-dimethyl-1H-pyrazolo[4,3-c]quinoline-8-carbohydrazide C(C)(=O)N(N(C(=O)C1=CC=2C3=C(C(=NC2C=C1)N)C=NN3C)CC3=C(C=C(C=C3)C3=CC=C(C=C3)C(F)(F)F)F)C